4-isopropyl-3-(3-(3-trifluoromethoxyphenyl)acryloyl)oxazolidin-2-one C(C)(C)C1N(C(OC1)=O)C(C=CC1=CC(=CC=C1)OC(F)(F)F)=O